N-[1-[[2-chloro-5-[2-[3-(methylamino)azetidin-1-yl]-4-pyridyl]phenyl]methyl]-2-[4-(3-methylimidazol-4-yl)anilino]-2-oxo-ethyl]-2-methyl-pyrazole-3-carboxamide ClC1=C(C=C(C=C1)C1=CC(=NC=C1)N1CC(C1)NC)CC(C(=O)NC1=CC=C(C=C1)C=1N(C=NC1)C)NC(=O)C=1N(N=CC1)C